N-(3-((3-(9H-purin-6-yl)pyridin-2-yl)amino)-4-methylphenyl)-5-chloro-4-cyclopropylpicolinamide N1=CN=C2NC=NC2=C1C=1C(=NC=CC1)NC=1C=C(C=CC1C)NC(C1=NC=C(C(=C1)C1CC1)Cl)=O